(S)-2-(2-methylpyrrolidin-1-yl)-N-(6-(thiazol-5-yl)isoquinolin-3-yl)acetamide C[C@@H]1N(CCC1)CC(=O)NC=1N=CC2=CC=C(C=C2C1)C1=CN=CS1